7-(2-bromoacetyl)-3-methyl-1,3,4,5-tetrahydro-2H-benzo[b]azepin-2-one BrCC(=O)C1=CC2=C(NC(C(CC2)C)=O)C=C1